2'-Fluoro-2'-deoxycytidine-5'-Triphosphate P(O)(=O)(OP(=O)(O)OP(=O)(O)O)OC[C@@H]1[C@H]([C@H]([C@@H](O1)N1C(=O)N=C(N)C=C1)F)O